OC1(CC(C1)C(=O)N1CC2(C1)CC(C2)[C@@H](C)C2=CC=CC=1N2N=CC1)C |r| (rac)-((1s,3s)-3-Hydroxy-3-methylcyclobutyl)(6-(1-(pyrazolo[1,5-a]pyridin-7-yl)ethyl)-2-azaspiro[3.3]heptan-2-yl)methanon